N-bromoethylmaleimide BrCCN1C(C=CC1=O)=O